FC(C1=NN=C(O1)C1=CC(=C(CN(C(=O)N2CCSCC2)C2=CC=CC=C2)C=C1)F)F N-(4-(5-(difluoromethyl)-1,3,4-oxadiazol-2-yl)-2-fluorobenzyl)-N-phenylthiomorpholine-4-carboxamide